2-(3-bromo-6-carbonylpyridazine-1(6H)-yl)acetic acid BrC1=NN(C(C=C1)=C=O)CC(=O)O